OC1(CCN(CC1)C(=O)NC1=NC2=C(N1)C(=CC=C2OC)C2=CC(=CC=C2)OCCOC)C 4-hydroxy-N-{4-methoxy-7-[3-(2-methoxyethoxy)phenyl]-1H-1,3-benzodiazol-2-yl}-4-methylpiperidine-1-carboxamide